4-[[2-[5-methyl-1-[4-(trifluoromethoxy)phenyl]pyrazol-3-yl]-1,3,4,6,7,8,9,9a-octahydropyrido[1,2-a]pyrazin-7-yl]methyl]morpholine CC1=CC(=NN1C1=CC=C(C=C1)OC(F)(F)F)N1CC2N(CC1)CC(CC2)CN2CCOCC2